7-(4-methylbenzyloxy)-4-oxo-4H-benzofuran-3-carbaldehyde CC1=CC=C(COC=2C=CC(C3=C(COC32)C=O)=O)C=C1